FC1=CC=C(C(=O)NC=2C=C(C=CC2O)NC(=O)C2=CC=C(C=C2)C2=CC=CC=C2)C=C1 N-(3-(4-fluorobenzoylamino)-4-hydroxyphenyl)-[1,1'-biphenyl]-4-carboxamide